2-prop-2-ynoxyacetamide C(C#C)OCC(=O)N